5-(1-ethoxyvinyl)-3-[2-(trifluoromethyl)-4-pyridinyl]-1,2,4-thiadiazole C(C)OC(=C)C1=NC(=NS1)C1=CC(=NC=C1)C(F)(F)F